ClC1=CC(=C(C(=C1)C)N1CCN(CC1)C(=O)OC(C)(C)C)C tert-butyl 4-(4-chloro-2,6-dimethylphenyl)piperazine-1-carboxylate